6-methoxy-4-(trifluoromethyl)nicotinaldehyde COC1=NC=C(C=O)C(=C1)C(F)(F)F